ClC1=C(C=CC=C1Cl)C1=CC=C(O1)C(=O)N1CCC(CC1)(C)NC([O-])=O 1-(5-(2,3-dichlorophenyl) furan-2-carbonyl)-4-methylpiperidin-4-ylcarbamate